N-cyclobutyl-2-(3,4-dichlorophenyl)-N-[(2S)-2-hydroxy-2-(3-pyridyl)ethyl]acetamide C1(CCC1)N(C(CC1=CC(=C(C=C1)Cl)Cl)=O)C[C@H](C=1C=NC=CC1)O